ethyl 2-((2S,3R)-3-((tert-butyldimethylsilyl)oxy)-2-(cyclopentyloxy)-3-(3,5-dimethoxy-4-methylphenyl) propyl)-6-(hydroxymethyl)benzo[d]thiazole-4-carboxylate [Si](C)(C)(C(C)(C)C)O[C@@H]([C@H](CC=1SC=2C(N1)=C(C=C(C2)CO)C(=O)OCC)OC2CCCC2)C2=CC(=C(C(=C2)OC)C)OC